isopropyl 4-(2-(4-((2-methoxyethyl)carbamoyl)phenyl)imidazo[2,1-b][1,3,4]thiadiazol-6-yl)piperidin-1-carboxylat COCCNC(=O)C1=CC=C(C=C1)C1=NN2C(S1)=NC(=C2)C2CCN(CC2)C(=O)OC(C)C